NC1=NCN(C2=CC=C(C=C12)F)C1=C2C=CN=C(C2=CC=C1C)NC1=C(C=CC(=C1)Cl)F 4-amino-N-(1-((5-chloro-2-fluorophenyl)amino)-6-methylisoquinolin-5-yl)-6-fluoroquinazoline